6-(4-cyano-4-(4-(trifluoromethyl)phenyl)piperidin-1-yl)pyridazine-3-carbohydrazide C(#N)C1(CCN(CC1)C1=CC=C(N=N1)C(=O)NN)C1=CC=C(C=C1)C(F)(F)F